ClC1=NCN(C2=CC(=C(C=C12)Cl)C1=C(C=CC=C1OC)F)C1=C(C=CC=C1)C(C)C 4,6-dichloro-7-(2-fluoro-6-methoxyphenyl)-1-(2-isopropylphenyl)quinazoline